rac-Methyl 4-(1-(3-amino-6-(2-hydroxyphenyl)pyridazin-4-yl)-3-methylpiperidin-3-yl)benzoate NC=1N=NC(=CC1N1C[C@@](CCC1)(C)C1=CC=C(C(=O)OC)C=C1)C1=C(C=CC=C1)O |r|